Bis-(4-tert-butylcyclohexyl)-peroxydicarbonat C(C)(C)(C)C1CCC(CC1)OC(=O)OOC(=O)OC1CCC(CC1)C(C)(C)C